ClC1=C(N(N=C1)C1=CC(=NC=C1[N+](=O)[O-])N1CCOCC1)N 4-chloro-2-(2-morpholino-5-nitro-4-pyridyl)pyrazol-3-amine